CC=1N=C(C=2C(N1)=CC(N(C2)C2(COCC2)C)=C=O)N[C@H](C)C=2C=C(C#N)C=C(C2)C(F)(F)F 3-((1R)-1-((2-methyl-6-(3-methyltetrahydrofuran-3-yl)-7-carbonyl-6,7-dihydropyrido[4,3-d]pyrimidin-4-yl)amino)ethyl)-5-(trifluoromethyl)benzonitrile